2-((6-cyanobenzo[d]-thiazol-2-yl)amino)-N-(pyrrolidin-3-yl)isonicotinamide C(#N)C1=CC2=C(N=C(S2)NC=2C=C(C(=O)NC3CNCC3)C=CN2)C=C1